tert-butyl 4-(6-(6-ethoxy-2-methylpyrazolo[1,5-a]pyridine-5-carboxamido)pyridazin-3-yl)-2,2-dimethylpiperazine-1-carboxylate C(C)OC=1C(=CC=2N(C1)N=C(C2)C)C(=O)NC2=CC=C(N=N2)N2CC(N(CC2)C(=O)OC(C)(C)C)(C)C